methyl 2-amino-3-ethoxy-benzoate NC1=C(C(=O)OC)C=CC=C1OCC